1,2-dichloro-9H-carbazole ClC1=C(C=CC=2C3=CC=CC=C3NC12)Cl